4-fluoro-N-(4-(3-(5-methylfuran-2-yl)imidazo[1,2-b]pyridazin-6-yl)phenyl)benzenesulfonamide FC1=CC=C(C=C1)S(=O)(=O)NC1=CC=C(C=C1)C=1C=CC=2N(N1)C(=CN2)C=2OC(=CC2)C